O(P(OC1=CC=CC=C1)(=O)OP(=O)(OC1=CC=CC=C1)OP(=O)([O-])[O-])C1=CC=CC=C1 triphenyl Triphosphate